C1(=CC=CC=C1)[C@@H](CC=O)C |r| (±)-3-phenylbutanal